ClC1=CC(=NC(=C1O)Cl)C(=O)NC1=C2C(N(C=NC2=CC=C1C)CC1=C(C=CC=C1)OC(F)(F)F)=O 4,6-dichloro-5-hydroxy-N-(6-methyl-4-oxo-3-{[2-(trifluoromethoxy)phenyl]methyl}-3,4-dihydroquinazolin-5-yl)pyridine-2-carboxamide